O(C1=CC=CC=C1)C1=CC2=C(C3=CC=CC=C3C(=C2C=C1)OCCC)OCCC 2-phenoxy-9,10-di(n-propoxy)anthracene